O1COC2=C1C=CC(=C2)\C=C/2\C(NC(=N2)NC2=CC=CC=C2)=O (5Z)-5-(1,3-benzodioxol-5-ylmethylene)-3,5-dihydro-2-(phenylamino)-4H-imidazol-4-one